(1-(1-phenylpiperidin-4-yl)ethyl)carbamoyl azide C1(=CC=CC=C1)N1CCC(CC1)C(C)NC(=O)N=[N+]=[N-]